(S)-(4-(5-fluorobenzo[d]oxazol-2-yl)-6,7-dihydro-1H-imidazo[4,5-c]pyridin-5(4H)-yl)(6-methylpyrazolo[1,5-a]pyridin-3-yl)methanone FC=1C=CC2=C(N=C(O2)[C@H]2N(CCC3=C2N=CN3)C(=O)C=3C=NN2C3C=CC(=C2)C)C1